2-methyl-6-[(3RS)-oxolane-3-sulfonyl]pyrido[3,4-d]pyrimidin-4-ol CC=1N=C(C2=C(N1)C=NC(=C2)S(=O)(=O)[C@H]2COCC2)O |r|